ethyl 3-(2,6-dioxocyclohexyl)propanoate O=C1C(C(CCC1)=O)CCC(=O)OCC